C1(CC1)NC(C1=C(C=C(C=C1OC)C1=CN=C2N1C=CC(=C2)OCC2CN(C2)C)OC(F)F)=O N-cyclopropyl-2-(difluoromethoxy)-6-methoxy-4-[7-[(1-methylazetidin-3-yl)methoxy]imidazo[1,2-a]pyridin-3-yl]benzamide